4-(2-amino-5-(2-methoxyphenyl)-4-oxo-4,7-dihydro-3H-pyrrolo[2,3-d]pyrimidin-6-yl)-N,N-dimethylbenzenesulfonamide NC=1NC(C2=C(N1)NC(=C2C2=C(C=CC=C2)OC)C2=CC=C(C=C2)S(=O)(=O)N(C)C)=O